OC1=C(C=CC(=C1)C)C1=C(N2N(C=3C=CC=CC3C23C(=NN(C3=O)C3=CC=CC=C3)C)C1=O)C 2'-(2-Hydroxy-4-methylphenyl)-1',3-dimethyl-1-phenyl-3'H-spiro[pyrazole-4,9'-pyrazolo[1,2-a]indazole]-3',5(1H)-dione